COOCCC(C)C=CCCCCCCCCCC(OC)OC (3Z)-12,12-dimethoxy-3-dodecenyl-butoxy methyl ether